N-(2,5-dichloropyrimidin-4-yl)-1-(ethylsulfonyl)indolin-7-amine ClC1=NC=C(C(=N1)NC=1C=CC=C2CCN(C12)S(=O)(=O)CC)Cl